(3R,5aS,6R,8aS,9R,10R,12R,12aR)-N-[(2-fluorophenyl)methyl]-3,6,9-trimethyldecahydro-12H-3,12-epoxypyrano[4,3-j][1,2]benzodioxepin-10-carboxamide FC1=C(C=CC=C1)CNC(=O)[C@H]1[C@@H]([C@@H]2CC[C@H]([C@@H]3CC[C@]4(OO[C@]32[C@H](O1)O4)C)C)C